C(#N)C(C1=CC=C(C=C1)CC(C(=O)N)(C)C)(C)C [4-(cyano-dimethyl-methyl)-phenyl]-2,2-dimethyl-propionamide